4-((5-chloro-4-(1-methyl-1H-pyrazol-4-yl)pyrimidin-2-yl)amino)-N-(4,4-difluorocyclohexyl)-3-methoxybenzamide ClC=1C(=NC(=NC1)NC1=C(C=C(C(=O)NC2CCC(CC2)(F)F)C=C1)OC)C=1C=NN(C1)C